CN(C1=CC=C(C=C1)C1=NC(=CC2=C1NC1=CC=CC=C21)NC=2C(C(C1=CC=CC=C1C2)=O)=O)C ((1-(4-dimethylaminophenyl)-9H-pyrido[3,4-b]indol-3-yl)amino)naphthalene-1,2-dione